C1(CCCCC1)C1=CC=C(C=C1)NC=1C2=C(N=C(N1)N1C[C@H](OCC1)C)N=CC(=C2)OC N-(4-cyclohexylphenyl)-6-methoxy-2-[(2R)-2-methylmorpholin-4-yl]pyrido[2,3-d]pyrimidin-4-amine